CCCCCCCC\C=C/CCCCCCCC (Z)-9-octadecen